1,1,1-trifluoro-2-(4-methoxyphenyl)propan-2-ol FC(C(C)(O)C1=CC=C(C=C1)OC)(F)F